ClC1=C(C=C2C=C(N=CC2=C1)NC(=O)[C@H]1CC12CCOCC2)N2CCN(CC2)[C@]2(COCC2)C (1S)-N-(7-chloro-6-(4-((R)-3-methyltetrahydrofuran-3-yl)piperazin-1-yl)isoquinolin-3-yl)-6-oxaspiro[2.5]octane-1-carboxamide